BrCCOCCO 2-(2-bromoethoxy)-ethanol